The molecule is an (omega-1)-hydroxy fatty acid that is hexadecanoic acid in which the 15-pro-R hydrogen is replaced by a hydroxy group. It is an (omega-1)-hydroxy fatty acid and a long-chain fatty acid. It derives from a hexadecanoic acid. C[C@H](CCCCCCCCCCCCCC(=O)O)O